3-fluoro-N,N-bis(methyl-d3)-4-nitrobenzenesulfonamide FC=1C=C(C=CC1[N+](=O)[O-])S(=O)(=O)N(C([2H])([2H])[2H])C([2H])([2H])[2H]